4-(4-fluoro-4-(piperidin-4-ylmethyl)piperidin-1-yl)-2-methoxy-5-(1-methyl-1H-pyrazol-4-yl)aniline tert-Butyl-5-aminohexahydrocyclopenta[c]pyrrole-2(1H)-carboxylate C(C)(C)(C)OC(=O)N1CC2C(C1)CC(C2)N.FC2(CCN(CC2)C2=CC(=C(N)C=C2C=2C=NN(C2)C)OC)CC2CCNCC2